(prop-2-yn-1-yl)sulfane C(C#C)S